1,4-Bis(2-trifluoromethyl-4-aminophenoxy)benzene tert-butyl-4-amino-3-((trans-4-(hydroxymethyl)tetrahydrofuran-3-yl)amino)benzoate C(C)(C)(C)OC(C1=CC(=C(C=C1)N)N[C@@H]1COC[C@H]1CO)=O.FC(C1=C(OC2=CC=C(C=C2)OC2=C(C=C(C=C2)N)C(F)(F)F)C=CC(=C1)N)(F)F